C(C)OC(C(C(C)=O)(C1=C(C=C(C=C1[N+](=O)[O-])Br)F)CC)=O ethyl-2-(4-bromo-2-fluoro-6-nitro-phenyl)-3-oxo-butyric acid ethyl ester